OB1OC2=C(C=C1CCO)C=C(C=C2)NC2=NNC=C2C(=O)N 3-{[2-hydroxy-3-(2-hydroxyethyl)-2H-1,2-benzoxaborinin-6-yl]amino}-1H-pyrazole-4-carboxamide